DiSodium Glycine NCC(=O)O.[Na].[Na]